[C@H]12CNC[C@@H]2C1CNC(O[C@H]1[C@H](NC[C@@H]1O)CC1=CC=C(C=C1)OC)=O (2R,3S,4S)-4-hydroxy-2-[(4-methoxyphenyl)methyl]pyrrolidin-3-yl N-[(1R,5S,6S)-3-azabicyclo[3.1.0]hexan-6-ylmethyl]carbamate